5,6-dimethyl-9-((1-((2-(trimethylsilyl)ethoxy)methyl)-1H-imidazol-2-yl)methoxy)-6H-pyrido[4,3-b]carbazole CC1=C2C(=CC=3C=4C=C(C=CC4N(C13)C)OCC=1N(C=CN1)COCC[Si](C)(C)C)C=NC=C2